2-(2-(2-tert-butoxy-2-oxoethoxy)ethoxy)propionic acid ethyl ester C(C)OC(C(C)OCCOCC(=O)OC(C)(C)C)=O